FC(O[C@@H]1CN(CC1)CCOCC1=CC=C(C=N1)C1=CC=2C3=C(N=NC2C=C1)N(C(N3C3CCOCC3)=O)C)F (S)-8-(6-((2-(3-(difluoromethoxy)pyrrolidin-1-yl)ethoxy)methyl)pyridin-3-yl)-3-methyl-1-(tetrahydro-2H-pyran-4-yl)-1H-imidazo[4,5-c]cinnolin-2(3H)-one